C1(CC1)S(=O)(=O)N1N=CC(=C1)C1=CC=C2C=C(C(=C(C2=C1)F)N1CC(NS1(=O)=O)=O)O 5-{7-[1-(cyclopropanesulfonyl)-1H-pyrazol-4-yl]-1-fluoro-3-hydroxynaphthalen-2-yl}-1λ6,2,5-thiadiazolidine-1,1,3-trione